2-(2-methyl-indol-3-yl)-acetonitrile CC=1NC2=CC=CC=C2C1CC#N